perfluorooctyl-tetraethyl-ammonium FC(C(F)(F)F)([N+](C(C(F)(F)F)(F)F)(C(C(F)(F)F)(F)F)C(C(F)(F)F)(F)F)C(C(C(C(C(C(C(C(F)(F)F)(F)F)(F)F)(F)F)(F)F)(F)F)(F)F)(F)F